FC(C(=O)O)(F)F.FC(C(=O)O)(F)F.FC1(CN[C@@H]2[C@H]1N(CC2)C[C@H](C(C(=O)OCC=C)(C)C)F)F |o1:24| (S*)-Allyl 4-((cis)-6,6-difluorohexahydropyrrolo[3,2-b]pyrrol-1(2H)-yl)-3-fluoro-2,2-dimethylbutanoate ditrifluoroacetate